C(C)(C)(C)OC(=O)NN=CC1=CC=CC=C1 2-benzylidenehydrazine-1-carboxylic acid tert-butyl ester